Cl.ClC1=C(OC2=CC3=C(C=N2)C(CN3C(CN3[C@@](CN[C@@H](C3)C)(OC)C)=O)(C)C)C=CC=C1 1-[6-(2-Chloro-phenoxy)-3,3-dimethyl-2,3-dihydro-pyrrolo[3,2-c]pyridin-1-yl]-2-((2R,5R)-2-methoxy-methyl-5-methyl-piperazin-1-yl)-ethanone, hydrochloride salt